FC=1C(=C(C=CC1F)[C@@H]1[C@@H](O[C@@H]([C@@H]1C)C)C(=O)NC1=CC(=NC=C1)C(=O)N)OC (2R,3R,4R,5R)-4-[[3-(3,4-Difluoro-2-methoxy-phenyl)-4,5-dimethyl-tetrahydrofuran-2-carbonyl]amino]pyridin-2-carboxamid